[O].C1(=CC=CC=C1)S thiophenol compound with oxygen